COC1=C(C=C)C=CC(=C1)OC 2,4-dimethoxystyrene